tert-butyl (S)-((4-(5-chloro-2-ethoxybenzyl)morpholin-2-yl)methyl)carbamate ClC=1C=CC(=C(CN2C[C@@H](OCC2)CNC(OC(C)(C)C)=O)C1)OCC